C(C)S(=O)(=O)NC(C1=C(C=C(C=C1)OC(C)C)N1CCN(CC1)CC1=NC2=C(N1C)C=CC=C2)=O N-ethyl-sulfonyl-4-isopropoxy-2-[4-[(1-methylbenzimidazol-2-yl)methyl]piperazin-1-yl]benzamide